2-[({3-amino-5H-pyrrolo[2,3-b]pyrazin-2-yl}formamido)methyl]-1-ethyl-3-{2-[2-(2-hydroxyethoxy)ethoxy]ethyl}-6-methoxy-1H-1,3-benzodiazol-3-ium NC1=C(N=C2C(=N1)NC=C2)C(=O)NCC2=[N+](C1=C(N2CC)C=C(C=C1)OC)CCOCCOCCO